3-((4-((4-(4-amino-3-(4-phenoxyphenyl)-1H-pyrazolo[3,4-d]pyrimidin-1-yl)piperidin-1-yl)methyl)-3-fluorophenyl)amino)piperidine-2,6-dione NC1=C2C(=NC=N1)N(N=C2C2=CC=C(C=C2)OC2=CC=CC=C2)C2CCN(CC2)CC2=C(C=C(C=C2)NC2C(NC(CC2)=O)=O)F